1-(5-(2-fluoro-3-nitrophenyl)-2-methyl-2H-1,2,3-triazol-4-yl)-N-methylmethan-d2-amine FC1=C(C=CC=C1[N+](=O)[O-])C=1C(=NN(N1)C)C(NC)([2H])[2H]